C=CCC(C)C Isohexen